5-Thio-β-D-glucopyranose O[C@H]1[C@H](O)[C@@H](O)[C@H](O)[C@H](S1)CO